BrC=1C(C2=CC3=CC=CC=C3C2=CC1)=O Bromo-fluorenon